ethyl 3-hydroxy-4-methyl-3-(trifluoromethyl)pentanoate OC(CC(=O)OCC)(C(C)C)C(F)(F)F